BrC1=C(C(=CC(=C1)F)OC([2H])([2H])[2H])C 1-Bromo-5-fluoro-2-methyl-3-(trideuteriomethoxy)benzene